CC1=C(C=2N(N=C1N1CC=3C=C(C=NC3CC1)C=1C=NC(=CC1)N1C[C@@H](CC1)F)C(=NN2)C(F)(F)F)C (R)-6-(7,8-dimethyl-3-(trifluoromethyl)-[1,2,4]triazolo[4,3-b]pyridazin-6-yl)-3-(6-(3-fluoropyrrolidin-1-yl)pyridin-3-yl)-5,6,7,8-tetrahydro-1,6-naphthyridine